ONC(C=CC1=CC=C(C=C1)CN1C(N(C(C2=CC=CC=C12)=O)CCC1=CC=C(C=C1)OC)=O)=O N-hydroxy-3-(4-((3-(4-methoxyphenylethyl)-2,4-dioxo-3,4-dihydroquinazolin-1(2H)-yl)methyl)phenyl)acrylamide